uranium dihydrate O.O.[U]